N[C@@H]1C(N(C2=C(OC1)C=CC(=C2)CN2CC=1N(CC2)N=CN1)C)=O (S)-3-amino-7-((5,6-dihydro-[1,2,4]triazolo[1,5-a]pyrazin-7(8H)-yl)methyl)-5-methyl-2,3-dihydrobenzo[b][1,4]oxazepin-4(5H)-one